C(C)(=O)C1=C(C(=CC(=C1)Br)F)N(\C=N\C)C (E)-N-(2-acetyl-4-bromo-6-fluorophenyl)-N,N'-dimethylmethanimidamide